ClC=1C=C(C=C(C1)Cl)[C@H](CC(=O)OCC)N(C(C)=O)C1CN(C1)C(=O)OC(C)(C)C (S)-tert-Butyl 3-(N-(1-(3,5-dichlorophenyl)-3-ethoxy-3-oxopropyl)acetamido)azetidine-1-carboxylate